COC=1C=C2CCN(CC2=CC1NC=1N=NC(=C(N1)NC1=CC(=CC=C1)COC)C(=O)N)C ((6-methoxy-2-methyl-1,2,3,4-tetrahydroisoquinolin-7-yl)amino)-5-((3-(methoxymethyl)phenyl)amino)-1,2,4-triazine-6-carboxamide